(4S,5S)-4-(azidomethyl)-5-phenyl-1,3,2-dioxathiolane 2,2-dioxide N(=[N+]=[N-])C[C@@H]1OS(O[C@H]1C1=CC=CC=C1)(=O)=O